S(=S)(=O)([O-])[O-].[Zn+2] zinc thiosulphate